OC1=C(C(=O)[O-])C=C(C(=C1)O)C(C)C 2,4-Dihydroxy-5-isopropylbenzoate